4-(Difluoromethoxy)-3-fluoro-5-[(Z)-1-fluoro-2-(5-methoxypyridin-3-yl)ethenyl]benzoic acid FC(OC1=C(C=C(C(=O)O)C=C1/C(=C/C=1C=NC=C(C1)OC)/F)F)F